5-amino-2-chloro-6-(3-methoxy-2,6-dimethylphenyl)pyrimidine-4-carboxylic acid ethyl ester C(C)OC(=O)C1=NC(=NC(=C1N)C1=C(C(=CC=C1C)OC)C)Cl